3-(1,4-dimethyl-1H-benzo[d][1,2,3]triazol-5-yl)-3-(3-(((R)-2-ethyl-2,3,7,8,9,10-hexahydronaphtho[2,3-f][1,4]oxazepin-4(5H)-yl)methyl)-4-methylphenyl)-2,2-dimethylpropanoic acid CN1N=NC2=C1C=CC(=C2C)C(C(C(=O)O)(C)C)C2=CC(=C(C=C2)C)CN2C[C@H](OC1=C(C2)C=C2CCCCC2=C1)CC